O1CC[C@@H](C2=CC=CC=C12)NC(=O)C1=CC2=C(N=C(S2)C2=CC(=NC=C2)C)C=C1 (S)-N-(chroman-4-yl)-2-(2-methylpyridin-4-yl)benzo[d]Thiazole-6-carboxamide